methyl trans-4-[(5-chloro-2-methyl-4-pyridyl)methyl]cyclohexanecarboxylate ClC=1C(=CC(=NC1)C)C[C@@H]1CC[C@H](CC1)C(=O)OC